N-(3-(3-cyano-1-(2,6-dioxopiperidin-3-yl)-1H-indazol-6-yl)prop-2-yn-1-yl)-5-(8-(7-isopropyl-1,3-dimethyl-2-oxo-2,3-dihydro-1H-benzo[d]imidazol-5-yl)isoquinolin-3-yl)picolinamide C(#N)C1=NN(C2=CC(=CC=C12)C#CCNC(C1=NC=C(C=C1)C=1N=CC2=C(C=CC=C2C1)C1=CC2=C(N(C(N2C)=O)C)C(=C1)C(C)C)=O)C1C(NC(CC1)=O)=O